2-((1r,4r)-4-acetamidocyclohexylamino)-4-(isopropylamino)pyrimidine-5-carboxamide tetrakis(3,5-bis(trifluoromethyl)phenyl)borat FC(C=1C=C(C=C(C1)C(F)(F)F)[B-](C1=CC(=CC(=C1)C(F)(F)F)C(F)(F)F)(C1=CC(=CC(=C1)C(F)(F)F)C(F)(F)F)C1=CC(=CC(=C1)C(F)(F)F)C(F)(F)F)(F)F.C(C)(=O)NC1CCC(CC1)NC1=NC=C(C(=N1)NC(C)C)C(=O)N